COC(=O)C1N(CC(C1)C1=CC(=C(C=C1)OC(F)F)OCC1CC1)OCC1CC1 1-(cyclopropylmethoxy)-4-(3-(cyclopropylmethoxy)-4-(difluoromethoxy)phenyl)pyrrolidine-2-carboxylic acid methyl ester